C(C)OC(=O)C1(CCC(CC1)NC1=NC(=NC=C1[N+](=O)[O-])N[C@H]1[C@@H](COCC1)C)C.CC(COCC1=CC=CC=C1)(C#C)C (((2,2-dimethyl-but-3-yn-1-yl)oxy)methyl)benzene Ethyl-(1S,4s)-1-methyl-4-((2-(((3S,4R)-3-methyltetrahydro-2H-pyran-4-yl)amino)-5-nitropyrimidin-4-yl)amino)cyclohexane-1-carboxylate